[Na+].N=1N(N=C2C1C=CC=C2)C=2C=C(C=C(C2O)C(C)CC)S(=O)(=O)[O-] 3-(2H-benzotriazol-2-yl)-5-sec-butyl-4-hydroxybenzenesulfonate sodium